1-[4-(trifluoromethyl)phenyl]ethanone benzyl-(2S,4S)-4-methyl-5-oxo-2-phenyloxazolidine-3-carboxylate C(C1=CC=CC=C1)OC(=O)N1[C@@H](OC([C@@H]1C)=O)C1=CC=CC=C1.FC(C1=CC=C(C=C1)C(C)=O)(F)F